(E)-1-(isoindolin-2-yl)-3-(6-methyl-2-(pyridin-3-yl)imidazo[1,2-a]pyridin-3-yl)prop-2-en-1-one C1N(CC2=CC=CC=C12)C(\C=C\C1=C(N=C2N1C=C(C=C2)C)C=2C=NC=CC2)=O